N-cyclopropyl-3-fluoro-5-{[(2R,3S)-2-methylazetidin-3-yl]Oxy}Pyridine-2-carboxamide hydrochloride Cl.C1(CC1)NC(=O)C1=NC=C(C=C1F)O[C@@H]1[C@H](NC1)C